Cl.N[C@H](C(=O)OC)CCC(N1CC2=C(CCC1)C=CC=C2)=O Methyl (S)-2-amino-5-oxo-5-(1,3,4,5-tetrahydro-2H-benzo[c]azepin-2-yl)pentanoate hydrochloride